ClC=1N=C2C(=NC1Cl)N(C=N2)C 5,6-dichloro-1-methyl-1H-imidazo[4,5-b]pyrazine